rac-tert-butyl (1R,4R,5S)-5-((5-chloro-4-cyclopropylpyridin-2-yl)methoxy)-2-azabicyclo[2.2.1]heptane-2-carboxylate ClC=1C(=CC(=NC1)CO[C@@H]1[C@H]2CN([C@@H](C1)C2)C(=O)OC(C)(C)C)C2CC2 |r|